2-(3-chloro-4-(9-(3-fluorobenzyl)-6-(1-methylcyclopropoxy)-9H-purin-8-yl)phenyl)acetamide ClC=1C=C(C=CC1C=1N(C2=NC=NC(=C2N1)OC1(CC1)C)CC1=CC(=CC=C1)F)CC(=O)N